2,3,4,5-Tetraphenyl-pyrrole C1(=CC=CC=C1)C=1NC(=C(C1C1=CC=CC=C1)C1=CC=CC=C1)C1=CC=CC=C1